N-(3-(2-(4-morpholinophenylamino)pyrimidin-4-yl)phenyl)-2-butenamide O1CCN(CC1)C1=CC=C(C=C1)NC1=NC=CC(=N1)C=1C=C(C=CC1)NC(C=CC)=O